N1(CCC1)C(=O)C=1C=C(C=CC1OCOC)C=1C=CC(=C(C1)CC(C(=O)NC1=CC=C(C=C1)C1=NN=CN1C)NC(=O)C=1N(N=CC1)C)Cl N-[1-[[5-[3-(azetidine-1-carbonyl)-4-(methoxymethoxy)phenyl]-2-chloro-phenyl]methyl]-2-[4-(4-methyl-1,2,4-triazol-3-yl)anilino]-2-oxo-ethyl]-2-methyl-pyrazole-3-carboxamide